FC(C)(F)C1=CC=C(C=N1)C(C)O 1-(6-(1,1-difluoroethyl)pyridin-3-yl)ethan-1-ol